N12CCC(CC1)(CC2)C2=NOC(=N2)C=2C(=CC(=NC2)Cl)N[C@H](CO)C2=CC=CC=C2 (2S)-2-{[5-(3-{1-azabicyclo[2.2.2]octan-4-yl}-1,2,4-oxadiazol-5-yl)-2-chloropyridin-4-yl]amino}-2-phenylethan-1-ol